COC=1C=C(C=CC1OS(=O)(=O)C1=CC=C(C=C1)C)/C=C/C(=O)C1=CC=C(OCC(=O)O)C=C1 2-[4-[(E)-3-[3-Methoxy-4-(4-methylphenyl)sulfonyloxyphenyl]prop-2-enoyl]phenoxy]acetic acid